ethyl 1-(4-((6-cyclopropylpyridin-3-yl)amino)-5-(methylcarbamoyl)pyrimidin-2-yl)piperidine-4-carboxylate C1(CC1)C1=CC=C(C=N1)NC1=NC(=NC=C1C(NC)=O)N1CCC(CC1)C(=O)OCC